[S].O1NC=CC=C1 oxazine compound with sulfur